2-((4-fluoro-2-(2-methoxyethoxy)phenyl)amino)-N-(6-methoxypyridin-3-yl)-4-(trifluoromethyl)benzamide FC1=CC(=C(C=C1)NC1=C(C(=O)NC=2C=NC(=CC2)OC)C=CC(=C1)C(F)(F)F)OCCOC